C(C)(=O)N[C@@H]1CC[C@H](CC1)C(=O)N(C[C@@H]1CC[C@H](CC1)C1=CC(=C(C=C1)OC)C)C1=NC=CC(=C1)C1=NN(C=C1)C(C)C trans-4-Acetamido-N-(4-(1-isopropyl-1H-pyrazol-yl)pyridin-2-yl)-N-((trans-4-(4-methoxy-3-methylphenyl)cyclohexyl)methyl)-cyclohexanecarboxamide